C1(CC1)C1=CC(=NC=2N1N=C(C2)C=2C(=CC(=NC2)C2CC2)F)C(=O)N2[C@@H](C1=CC=CC=C1CC2)C Trans-2-(5-{7-Cyclopropyl-5-[(1R)-1-methyl-1,2,3,4-tetrahydroisoquinoline-2-carbonyl]pyrazolo[1,5-a]pyrimidin-2-yl}-4-fluoropyridin-2-yl)cyclopropane